[Fe](Cl)Cl.C(C)N1CN(C=C1)C 1-ethyl-3-methylimidazole iron chloride salt